2-[[(4-fluorophenyl) methyl] ([[4-(2-methylpropyloxy) phenyl] methyl] amino) pyridin-4-yl]-2,5-dihydropyrrole-1-carboxylate FC1=CC=C(C=C1)CC=1C(=NC=CC1C1N(CC=C1)C(=O)[O-])NCC1=CC=C(C=C1)OCC(C)C